1,1'-((4-hexyl-3-octylcyclohexane-1,2-diyl)bis(octane-8,1-diyl))bis(1H-pyrrole-2,5-dione) C(CCCCC)C1C(C(C(CC1)CCCCCCCCN1C(C=CC1=O)=O)CCCCCCCCN1C(C=CC1=O)=O)CCCCCCCC